N[C@@H](CC1=CNC2=CC=CC=C12)C(=O)N[C@@H](CCCNC(N)=N)C(=O)O tryptylarginine